C1(=CC=CC=C1)C=1C=C(C=C(C1)C1=CC=CC=C1)Cl 3,5-diphenylchlorobenzene